NC1=CC=C(C(=C1C(=O)OC(C)(C)C)C)OC1=C(C(=CC(=C1)Cl)N)F tert-butyl 6-amino-3-(3-amino-5-chloro-2-fluorophenoxy)-2-methylbenzoate